2-bromo-1-(3-bromo-4-methoxyphenyl)ethan-1-one BrCC(=O)C1=CC(=C(C=C1)OC)Br